(R)-2-(3-fluorocyclobutyl)-1-(4-(pyrazolo[1,5-a]pyridin-2-yl)-6,7-dihydro-1H-imidazo[4,5-c]pyridin-5(4H)-yl)ethanone FC1CC(C1)CC(=O)N1[C@H](C2=C(CC1)NC=N2)C2=NN1C(C=CC=C1)=C2